(S or R)-1-(5-((4-(difluoromethoxy)phenyl)sulfonyl)-3,4,5,6-tetrahydropyrrolo[3,4-c]pyrrol-2(1H)-yl)-3-hydroxy-2-(pyridin-2-yl)propan-1-one FC(OC1=CC=C(C=C1)S(=O)(=O)N1CC2=C(C1)CN(C2)C([C@H](CO)C2=NC=CC=C2)=O)F |o1:21|